CC1=C(C=CC=C1)N1N=CC(=C1)C=1SC=C(N1)C(=O)N([C@H]1CNCC1)CCC 2-[1-(2-methylphenyl)-1H-pyrazol-4-yl]-N-propyl-N-[(3R)-pyrrolidin-3-yl]-1,3-thiazole-4-carboxamide